1-octanol N,N-dibutylaminoacetate C(CCC)N(CCCC)CC(=O)OCCCCCCCC